2-(1-acetylpyrrolidin-2-yl)-N-((2,6-diisopropylphenyl)carbamoyl)vinylsulfonamide C(C)(=O)N1C(CCC1)C(=CNS(=O)=O)C(NC1=C(C=CC=C1C(C)C)C(C)C)=O